FC(C=1C=C(C=CC1F)N1[C@H]([C@H](CC1)NS(=O)(=O)C)CO[C@@H]1CC[C@@H](CC1)C1=CC=CC=C1)F N-((2R,3S)-1-(3-(difluoromethyl)-4-fluorophenyl)-2-((((CIS)-4-phenylcyclohexyl)oxy)methyl)-pyrrolidin-3-yl)methanesulfonamide